1,2-bis(dichlorophosphino)ethane ClP(CCP(Cl)Cl)Cl